N[C@@H](C(=O)O)[C@H](C1=CC=C(C=C1)S(=O)(=O)C)O (2R,3S)-2-amino-3-hydroxy-3-[4-(methylsulfonyl)phenyl]propanoic acid